N-[8-bromo-6-(6,7-difluoro-1H-indazole-4-carbonyl)-7-methylquinolin-5-yl]-2-chloroacetamide BrC=1C(=C(C(=C2C=CC=NC12)NC(CCl)=O)C(=O)C=1C=2C=NNC2C(=C(C1)F)F)C